octahydro-6H-pyrrolo[2,3-c]pyridine-6-carboxylic acid N1CCC2C1CN(CC2)C(=O)O